N1CC(C1)C=1C=NC=C(C1OC)F 3-(azetidin-3-yl)-5-fluoro-4-methoxypyridine